C1(=CC=C(C=C1)C#N)C1=CC=C(C=C1)C#N biphenyl-4,4'-Dinitrile